C(C)NCC(=O)NC1=CC=C(C=C1)C#CC#CC1=CC=CC=C1 2-(ethylamino)-N-[4-(4-phenylbuta-1,3-diynyl)phenyl]acetamide